CN1N=CC(=C1)C1=NN=C(O1)C(=O)N1[C@@H](C2=C(CC1)NC=N2)C=2OC1=C(N2)C=CC(=C1)C (S)-(5-(1-methyl-1H-pyrazol-4-yl)-1,3,4-oxadiazol-2-yl)(4-(6-methylbenzo[d]oxazol-2-yl)-6,7-dihydro-1H-imidazo[4,5-c]pyridin-5(4H)-yl)methanone